silver-antimony sulfide [Sb]=S.[Ag]